(R)-1-(4-(trifluoromethyl)phenyl)ethane-1,2-diol FC(C1=CC=C(C=C1)[C@H](CO)O)(F)F